di-n-butyl-dipropylene glycol C(CCC)C(C(COC(C)CO)O)CCCC